(E)-3-(3-(3,5-bis(trifluoromethyl)phenyl)-1H-1,2,4-triazol-1-yl)-2-(2-(trifluoromethyl)pyridin-4-yl)acrylamide FC(C=1C=C(C=C(C1)C(F)(F)F)C1=NN(C=N1)/C=C(/C(=O)N)\C1=CC(=NC=C1)C(F)(F)F)(F)F